CN1N=C(C=C1)C1=CC=2N=C(N=C(C2O1)N1CCOCC1)N1N=C(C=C1)C1=CC(=CC=C1)C([2H])([2H])[2H] 6-(1-methylpyrazol-3-yl)-4-morpholino-2-[3-[3-(trideuteriomethyl)phenyl]pyrazol-1-yl]furo[3,2-d]pyrimidine